4-(((1H-imidazol-4-yl)methyl)amino)-N-cyclopentyl-N-((1-ethyl-1,2,3,4-tetrahydroquinolin-6-yl)methyl)benzenesulfonamide N1C=NC(=C1)CNC1=CC=C(C=C1)S(=O)(=O)N(CC=1C=C2CCCN(C2=CC1)CC)C1CCCC1